α-glucose pentabutyrate C(CCC)(=O)O[C@@H]1[C@H](OC(CCC)=O)[C@@H](OC(CCC)=O)[C@H](OC(CCC)=O)[C@H](O1)COC(CCC)=O